2,2,2-Trifluoroethyl (S)-2-amino-4-(4-(trifluoromethyl)phenyl)butanoate hydrochloride Cl.N[C@H](C(=O)OCC(F)(F)F)CCC1=CC=C(C=C1)C(F)(F)F